(3R,6S)-6-methyl-1-(2-phenylacetyl)piperidine-3-carboxylic acid C[C@H]1CC[C@H](CN1C(CC1=CC=CC=C1)=O)C(=O)O